N-(2-fluoro-5-((2-((1-methyl-1H-pyrazol-4-yl)amino)-5-(4-(trifluoromethyl)phenyl)pyrimidin-4-yl)amino)phenyl)acrylamide FC1=C(C=C(C=C1)NC1=NC(=NC=C1C1=CC=C(C=C1)C(F)(F)F)NC=1C=NN(C1)C)NC(C=C)=O